8-oxatricyclo[5.3.1.02,6]undecan-9-one C12C3CCCC3C(OC(C1)=O)C2